5-phenyl-1H-1,2,4-triazole C1(=CC=CC=C1)C1=NC=NN1